FC(OC1=CC(=NN1)NC1=NC(=CN=C1)OC1(CCNCCC1)C(F)(F)F)F N-(5-(difluoromethoxy)-1H-pyrazol-3-yl)-6-((4-(trifluoromethyl)azepan-4-yl)oxy)pyrazin-2-amine